di(2-ethylhexyl) octanedioate C(CCCCCCC(=O)OCC(CCCC)CC)(=O)OCC(CCCC)CC